3-(4-chlorobenzyl)-1-(6-(3-fluoropyridin-4-yl)pyridazin-3-yl)pyrrolidin-2-one ClC1=CC=C(CC2C(N(CC2)C=2N=NC(=CC2)C2=C(C=NC=C2)F)=O)C=C1